C(#CCCO)O 1,4-Butyndiol